benzyl-9H-purine C(C1=CC=CC=C1)C1=NC=C2N=CNC2=N1